acetic acid 3-methylocta-7-en-2-yl ester CC(C(C)OC(C)=O)CCCC=C